N-{2-[6-chloro-3-(4-methylpiperazin-1-yl)pyridin-2-yl]-5-(2,6-difluoro-4-methoxyphenyl)-1-methyl-3-oxo-2,3-dihydro-1H-pyrazol-4-yl}-4-(difluoromethoxy)benzamide ClC1=CC=C(C(=N1)N1N(C(=C(C1=O)NC(C1=CC=C(C=C1)OC(F)F)=O)C1=C(C=C(C=C1F)OC)F)C)N1CCN(CC1)C